N[C@H]1CN(CCC1)C(=O)C1=CC=2N(C=C1)C(=C(N2)C=2N(C1=CC=CC=C1C2)CC2=CC(=CC=C2)F)C (R)-(3-Aminopiperidin-1-yl)(2-(1-(3-fluorobenzyl)-1H-indol-2-yl)-3-methylimidazo[1,2-a]pyridin-7-yl)methanone